ClC=1C=C2C=CC(=CC2=CC1)OCC(CN)N1CCN(CC1)C1=C(C=CC(=C1)Cl)Cl 3-((6-chloronaphthalen-2-yl)oxy)-2-(4-(2,5-dichlorophenyl)piperazin-1-yl)propan-1-amine